(S)-tert-butyl (1-(5-hydroxypyridin-2-yl)ethyl)carbamate OC=1C=CC(=NC1)[C@H](C)NC(OC(C)(C)C)=O